sec-butoxy(acetylacetone) C(C)(CC)OC(C(C)=O)C(C)=O